(E,Z)-2,6-Octadienal C(\C=C\CC\C=C/C)=O